tert-butyl (1S,4S)-1-((tosyloxy)methyl)-2-oxa-5-azabicyclo[2.2.1]heptane-5-carboxylate S(=O)(=O)(C1=CC=C(C)C=C1)OC[C@@]12OC[C@@H](N(C1)C(=O)OC(C)(C)C)C2